(1-isopropyl-1,2,3-triazol-4-yl)methanol C(C)(C)N1N=NC(=C1)CO